N-(4-bromo-2-fluorophenyl)-6-methoxy-7-[(1-methylpiperidin-4-yl)methoxy]-quinazolin-4-amine BrC1=CC(=C(C=C1)NC1=NC=NC2=CC(=C(C=C12)OC)OCC1CCN(CC1)C)F